rac-(1R,2S,6R)-2-(4-(1-oxa-6-azaspiro[2.5]octan-6-yl)phenyl)-6-((2-fluoro-4-(trifluoromethyl)phenyl)carbamoyl)cyclohexane-1-carboxylic acid O1CC12CCN(CC2)C2=CC=C(C=C2)[C@@H]2[C@H]([C@@H](CCC2)C(NC2=C(C=C(C=C2)C(F)(F)F)F)=O)C(=O)O |r|